Cl.Cl.Cl.CN1C2=C(OCC1)N=CC(=C2)N 1-methyl-2,3-dihydropyrido[2,3-b][1,4]oxazin-7-amine trihydrochloride